(S)-3-(2-(3-carbamoyl-1H-indazol-1-yl)-N-(2-((3-chloro-2-fluorophenylmethyl)amino)-2-oxoethyl)acetamido)pyrrolidine-1-carboxylic acid tert-butyl ester C(C)(C)(C)OC(=O)N1C[C@H](CC1)N(C(CN1N=C(C2=CC=CC=C12)C(N)=O)=O)CC(=O)NCC1=C(C(=CC=C1)Cl)F